IC=1[C@]2(C)[C@@H](CC1)[C@@H]1CC=C3C[C@H](CC[C@]3(C)[C@H]1CC2)O 17-iodo-androstane-5,16-diene-3beta-ol